4-Bromo-5-methoxypyridazine BrC1=CN=NC=C1OC